tert-butyl N-[(2-bromo-5-oxo-12-oxa-3-thia-6-azatricyclo[6.4.1.04,13]trideca-1,4(13),7-trien-7-yl)methyl]carbamate BrC1=C2OCCCC3=C(NC(C(S1)=C23)=O)CNC(OC(C)(C)C)=O